FC=1C=C(C=CC1C=1C=NC(=CC1)C=1N=NN(N1)C1CC1)N1C(O[C@H](C1)C(C)O)=O (R)-3-(3-fluoro-4-(6-(2-cyclopropyl-2H-tetrazol-5-yl)pyridin-3-yl)phenyl)-5-(1-hydroxyethyl)oxazolidin-2-one